N-(4-{[4-(1,3-Oxazol-2-yl)phenyl]carbamoyl}phenyl)-1-benzofuran-2-carboxamid O1C(=NC=C1)C1=CC=C(C=C1)NC(=O)C1=CC=C(C=C1)NC(=O)C=1OC2=C(C1)C=CC=C2